O=C(CC(=O)OC1=C2C(=CNC2=CC=C1)CCN(C(C)C)C(C)C)C 3-(2-(diisopropyl-amino)ethyl)-1H-indol-4-yl 3-oxobutanoate